acrylic acid 1-ethylcyclopentyl ester C(C)C1(CCCC1)OC(C=C)=O